ClC1=C(C=CC(=C1NC=1C(=C2C(N(C=NC2=CC1)C)=O)C)F)NS(=O)(=O)N1CC(C1)OC N-(2-chloro-3-((3,5-dimethyl-4-oxo-3,4-dihydroquinazolin-6-yl)amino)-4-fluorophenyl)-3-methoxyazetidine-1-sulfonamide